3,6-dihydro-2H-pyridine-1-carboxylate N1(CCC=CC1)C(=O)[O-]